(3'S,5S)-2-(2-ethoxypyridin-3-yl)-3'-ethyl-1'-[3-methoxy-2-(trifluoromethyl)phenyl]-7-[[(2R)-pyrrolidin-2-yl]methyl]spiro[6,8-dihydro-1,7-naphthyridine-5,4'-piperidine] formate salt C(=O)O.C(C)OC1=NC=CC=C1C1=NC=2CN(C[C@@]3([C@@H](CN(CC3)C3=C(C(=CC=C3)OC)C(F)(F)F)CC)C2C=C1)C[C@@H]1NCCC1